CC1(N(C[C@H]1OC1=NN(C=C1[N+](=O)[O-])C)C(C)=O)C |r| racemic-1-(2,2-dimethyl-3-((1-methyl-4-nitro-1H-pyrazol-3-yl)oxy)azetidin-1-yl)ethan-1-one